N(=[N+]=[N-])C[C@](C(F)(F)F)(O)C1=NC(=C(C(=C1)C(C)(C)O)F)C1=CC=C(C=C1)F (S)-3-azido-1,1,1-trifluoro-2-(5-fluoro-6-(4-fluorophenyl)-4-(2-hydroxypropan-2-yl)pyridin-2-yl)propan-2-ol